3-amino-N-(3-(4-amino-4-methylpiperidin-1-yl)pyridin-2-yl)-6-(3-cyano-4-(trifluoromethoxy)pyridin-2-yl)pyrazine-2-carboxamide NC=1C(=NC(=CN1)C1=NC=CC(=C1C#N)OC(F)(F)F)C(=O)NC1=NC=CC=C1N1CCC(CC1)(C)N